FC(C(=O)O)(F)F.CC1(CC=2C=NC=NC2C2=C1C(=NN2)C(=O)N)C 4,4-dimethyl-4,5-dihydro-1H-pyrazolo[4,3-H]quinazoline-3-carboxamide trifluoroacetate